C(#N)N=C(NC1=CC=C(C=C1)C(C)C)NCCCN1C=NC=C1C 2-cyano(4-isopropylphenyl)-3-(3-(5-methyl-1H-imidazol-1-yl)propyl)guanidine